(4-(3,4-difluorophenyl)-5-fluorothiazol-2-yl)-5-((2-hydroxy-3-methoxybenzyl)amino)-3-methylpyridine-2-sulfonamide FC=1C=C(C=CC1F)C=1N=C(SC1F)C1=C(C(=NC=C1NCC1=C(C(=CC=C1)OC)O)S(=O)(=O)N)C